5-fluoro-N2-(4-methoxy-3-(3-(pyrrolidin-1-yl)propoxy)phenyl)-N4-methylpyridine-2,4-diamine FC=1C(=CC(=NC1)NC1=CC(=C(C=C1)OC)OCCCN1CCCC1)NC